FC=1C=C(C(=O)O)C=C(C1)F.ClC1=C(C=CC=C1C)C(C)(C)NC(C[C@@H]1N(CCC1)C)=O (R)-N-(2-(2-chloro-3-methylphenyl)propan-2-yl)-2-(1-methylpyrrolidin-2-yl)acetamide 3,5-difluorobenzoate